(S)-1-(2-(1'-(cyclobutylmethyl)-2'-oxospiro[cyclopropan-1,3'-indoline]-5'-yl)thiazol-4-yl)-3-(piperidin-3-yl)urea C1(CCC1)CN1C(C2(C3=CC(=CC=C13)C=1SC=C(N1)NC(=O)N[C@@H]1CNCCC1)CC2)=O